bis(2,4-difluorophenylpyridine) tetrakis(1-pyrazolyl)borate N1(N=CC=C1)[B-](N1N=CC=C1)(N1N=CC=C1)N1N=CC=C1.FC1=C(C=CC(=C1)F)C1=NC=CC=C1.FC1=C(C=CC(=C1)F)C1=NC=CC=C1